(octyl)aminomethyl-benzotriazole C(CCCCCCC)NCC1=CC=CC=2NN=NC21